3-(2-(2-chloro-5-cyanophenyl)-5,7-difluoro-4-oxo-1,4-dihydroquinolin-6-yl)-N-methylpropanamide ClC1=C(C=C(C=C1)C#N)C=1NC2=CC(=C(C(=C2C(C1)=O)F)CCC(=O)NC)F